2,4-Bis[3-(β-D-glucopyranosyloxy)-1H-indol-5-yloxy]-6-[2-(4-hydroxyphenyl)ethylamino]-1,3,5-triazine [C@@H]1([C@H](O)[C@@H](O)[C@H](O)[C@H](O1)CO)OC1=CNC2=CC=C(C=C12)OC1=NC(=NC(=N1)OC=1C=C2C(=CNC2=CC1)O[C@H]1[C@H](O)[C@@H](O)[C@H](O)[C@H](O1)CO)NCCC1=CC=C(C=C1)O